1-chloro-6-oxoindolo[1,2-a]quinoxaline-5(6H)-carboxylic acid tert-butyl ester C(C)(C)(C)OC(=O)N1C(C=2N(C=3C(=CC=CC13)Cl)C1=CC=CC=C1C2)=O